6-[4-cyclopropyl-6-(trideuteriomethoxy)pyrimidin-5-yl]-4-[[6-[1-cyclopropyl-4-(trifluoromethyl)imidazol-2-yl]-5-fluoro-3-pyridyl]methoxy]-2-methyl-pyrazolo[3,4-d]pyrimidine C1(CC1)C1=NC=NC(=C1C=1N=C(C=2C(N1)=NN(C2)C)OCC=2C=NC(=C(C2)F)C=2N(C=C(N2)C(F)(F)F)C2CC2)OC([2H])([2H])[2H]